N-((6-(isoxazol-3-ylmethoxy)-5-methyl-1H-indol-2-yl)methyl)propionamide O1N=C(C=C1)COC1=C(C=C2C=C(NC2=C1)CNC(CC)=O)C